N-(5-(5-(2-acetamidopyridin-4-yl)-2-(methylthio)-1H-imidazol-4-yl)-2-fluorophenyl)-2-(2,6-difluorophenyl)acetamide C(C)(=O)NC1=NC=CC(=C1)C1=C(N=C(N1)SC)C=1C=CC(=C(C1)NC(CC1=C(C=CC=C1F)F)=O)F